ClC=1C=C(C(=O)NNC(CCC2=C(C(C=C(C2=O)C(C)C)=O)C)=O)C=CC1 3-chloro-N'-(3-(5-isopropyl-2-methyl-3,6-dioxocyclohex-1,4-dien-1-yl)propionyl)benzoyl-hydrazine